[1-(2-Dimethylaminoethylcarbamoyl)-1-ethyl-propyl]Carbamic acid benzyl ester C(C1=CC=CC=C1)OC(NC(CC)(CC)C(NCCN(C)C)=O)=O